FC(C=1C=C(C(=O)NC)C=C(C1F)C=1C=NN2C1N=C(C(=C2)C=2C=NN(C2)CCOC)N[C@@H]2COCC2)F (S)-3-(Difluoromethyl)-4-fluoro-5-(6-(1-(2-methoxyethyl)-1H-pyrazol-4-yl)-5-((tetrahydrofuran-3-yl)amino)pyrazolo[1,5-a]pyrimidin-3-yl)-N-methylbenzamide